Cl.NC=1C=NN(C1)C=1C=NC(=NC1)NC1CC2=CC=CC=C2C1 5-(4-amino-1H-pyrazol-1-yl)-N-(2,3-dihydro-1H-inden-2-yl)pyrimidin-2-amine hydrochloride